5-(1-fluoro-3-hydroxy-7-{[1-(methanesulfonyl)pyrrolidin-3-yl]methoxy}naphthalen-2-yl)-1λ6,2,5-thiadiazolidine-1,1,3-trione FC1=C(C(=CC2=CC=C(C=C12)OCC1CN(CC1)S(=O)(=O)C)O)N1CC(NS1(=O)=O)=O